O1C=NC=CC=C1 (1,3)-oxazepin